1-ethyl-4-{3-[3-ethyl-6,7-dihydro-7-oxo-2-(2-picolyl)-2H-pyrazolo[4,3-d]pyrimidin-5-yl]-2-(2-methoxyethoxy)-5-pyridinesulfonyl}piperazine C(C)N1CCN(CC1)S(=O)(=O)C=1C=C(C(=NC1)OCCOC)C=1NC(C=2C(N1)=C(N(N2)CC2=NC=CC=C2)CC)=O